tert-butyl (1-(3-(3-chloro-2-fluorophenyl)-1-(4-methoxybenzyl)-1H-pyrazolo[3,4-b]pyrazin-6-yl)-4-methylpiperidin-4-yl)carbamate ClC=1C(=C(C=CC1)C1=NN(C2=NC(=CN=C21)N2CCC(CC2)(C)NC(OC(C)(C)C)=O)CC2=CC=C(C=C2)OC)F